(2,2,3,3,3-pentafluoropropyl)spiro[cyclopropane-1,3'-indolin]-2'-one FC(CN1C(C2(C3=CC=CC=C13)CC2)=O)(C(F)(F)F)F